C(CCCCCCCCCCCCCCC)(=O)[O-].[Cu+2].C(CCCCCCCCCCCCCCC)(=O)[O-] copper palmitoate